NC/C(/CN1N=CN(C1=O)C1=NC(=CC=C1)C1=CC=C(C=C1)C1=NOC(=N1)C(C)C)=C\F 2-[(2E)-2-(aminomethyl)-3-fluoroprop-2-en-1-yl]-4-(6-{4-[5-(propan-2-yl)-1,2,4-oxadiazol-3-yl]phenyl}pyridin-2-yl)-2,4-dihydro-3H-1,2,4-triazol-3-one